ClC1=NC=C(C(=O)NC([2H])([2H])[2H])C(=C1)NC1=NC=CC=2C=3C(CN(C12)C)=CN(N3)C 6-chloro-4-((2,5-dimethyl-4,5-dihydro-2H-pyrazolo[4,3-c][1,7]naphthyridin-6-yl)amino)-N-(methyl-d3)nicotinamide